C(C(=O)O)(=O)O.C(C1=CC=CC=C1)(=O)C=1C(=NC=CC1)C benzoyl-picoline oxalate